ClC=1N=C2C(=C(C(N(C2=CC1)C)=O)C#N)N1CCN(CC1)C(C)(C)C1=CC=C(C=C1)F 6-Chloro-4-{4-[2-(4-fluorophenyl)propan-2-yl]piperazin-1-yl}-1-methyl-2-oxo-1,2-dihydro-1,5-naphthyridin-3-carbonitril